3a,7a-dihydroxyl-hexahydro-4H-indol OC12CCNC2(CCCC1)O